ClC=1C(=NC(=NC1)NC1=C(C=C(C=C1)C(=O)N1CCC(CC1)S(=O)(=O)C)OC)C=1C=NN(C1)C(C)C (4-((5-chloro-4-(1-isopropyl-1H-pyrazol-4-yl)pyrimidin-2-yl)amino)-3-methoxyphenyl)(4-(methylsulfonyl)piperidin-1-yl)methanone